[N+](=O)([O-])C1=CC=C(C=C1)N1CC2C(C1)CN(C2)C=O (5-(4-nitrophenyl)hexahydropyrrolo[3,4-c]pyrrol-2(1H)-yl)methanone